BrC=1C=C(C(N(C1C)C=1C=NC=C(C1)F)=O)C(=O)N 5-bromo-1-(5-fluoropyridin-3-yl)-6-methyl-2-oxo-1,2-dihydropyridine-3-carboxamide